N-(4-((2-chloro-3-(2-nitrophenoxy)pyridin-4-yl)oxy)-3-fluorophenyl)acetamide ClC1=NC=CC(=C1OC1=C(C=CC=C1)[N+](=O)[O-])OC1=C(C=C(C=C1)NC(C)=O)F